4-(2-bromoethoxy)-benzophenone BrCCOC1=CC=C(C(=O)C2=CC=CC=C2)C=C1